N1C(NC2=NC=CC=C21)=O 1H-imidazo[4,5-b]pyridin-2-one